NC1=NC(=C(C#N)C(=C1)CCC)C=1C=C2CN(C(C2=CC1)=O)C1C(NC(CC1)=O)=O 6-amino-2-(2-(2,6-dioxopiperidin-3-yl)-1-oxoisoindolin-5-yl)-4-propylnicotinonitrile